(2-methoxy-2-carboxyethyl) mercaptan COC(CS)C(=O)O